CN1C(=[N+](C=C1)CC1=C(C=CC=C1)F)C 1,2-dimethyl-3-(2-fluorobenzyl)imidazolium